(2-(4-(2,4-difluoro-5-(2-(methylsulfinyl)ethoxy)phenyl)piperazin-1-yl)ethyl)-8-(furan-2-yl)thiazolo[5,4-e][1,2,4]triazolo[1,5-c]pyrimidin-2(3H)-one FC1=C(C=C(C(=C1)F)OCCS(=O)C)N1CCN(CC1)CCN1C(SC=2C=3N(C=NC21)N=C(N3)C=3OC=CC3)=O